1-(4-((4-((2-chlorobenzyl)amino)-7-methoxy-quinazolin-6-yl)oxy)piperidin-1-yl)prop-2-en-1-one ClC1=C(CNC2=NC=NC3=CC(=C(C=C23)OC2CCN(CC2)C(C=C)=O)OC)C=CC=C1